p-aminoacetylbenzene CC(=O)C1=CC=C(C=C1)N